C(C#C)NC([O-])=O (prop-2-yn-1-yl)carbamate